FC1=C(C=C(C=C1)C1(CNCC1)NS(=O)(=O)C1=CC(=C(C=C1)OC(F)(F)F)[N+](=O)[O-])C N-[3-(4-fluoro-3-methyl-phenyl)pyrrolidin-3-yl]-3-nitro-4-(trifluoromethoxy)benzenesulfonamide